8-(1-hydroxyethyl)-3,6-dimethyl-2-morpholino-quinazolin-4-one OC(C)C=1C=C(C=C2C(N(C(=NC12)N1CCOCC1)C)=O)C